((1r,4R)-4-(1,1-difluoro-2-methoxyethyl)-4-hydroxycyclohexyl)-4-(5-(5-fluoro-2-methoxypyridin-4-yl)-1H-pyrazole-3-carbonyl)-4-azaspiro[2.5]octane-7-carboxamide FC(COC)(F)C1(CCC(CC1)C1CC12N(CCC(C2)C(=O)N)C(=O)C2=NNC(=C2)C2=CC(=NC=C2F)OC)O